C(C(=O)O)NC(=O)C(=O)O N-OxalylGlycine